CC(C(=O)[O-])(CC(=O)[O-])S(=O)(=O)O.[Na+].[Na+] sodium methylsulfosuccinate